N-[4-(2,6-dimethylphenyl)-5-[3-(3,3,3-trifluoro-2,2-dimethylpropoxy)phenyl]-1,3-thiazol-2-yl]-3-[(3-hydroxy-3-methylcyclobutyl)amino]benzenesulfonamide CC1=C(C(=CC=C1)C)C=1N=C(SC1C1=CC(=CC=C1)OCC(C(F)(F)F)(C)C)NS(=O)(=O)C1=CC(=CC=C1)NC1CC(C1)(C)O